FC(S(=O)(=O)NS(=O)(=O)C(F)(F)F)(F)F.C(CCC)N1CCCC1 butylpyrrolidine bis(trifluoromethylsulfonyl)amine salt